[C@H]12CC(C[C@H](CC1)N2)OC2=CC=C(N=N2)C2=C(C=C(C=C2)N2N=CC=C2)O 2-(6-(((1R,3S,5S)-8-azabicyclo[3.2.1]oct-3-yl)oxy)pyridazin-3-yl)-5-(1H-pyrazol-1-yl)phenol